COC1=CC=C2C(=N1)N=C(O2)N2CCOCC2 5-Methoxy-2-morpholinooxazolo[4,5-b]pyridine